3-(1-methyl-1H-pyrazol-4-yl)-5,6,7,8-tetrahydro-1,6-naphthyridine hydrochloride Cl.CN1N=CC(=C1)C=1C=NC=2CCNCC2C1